N-(5-aminopentyl)-piperidine NCCCCCN1CCCCC1